2-benzylphenolate C(C1=CC=CC=C1)C1=C(C=CC=C1)[O-]